COC=1C=C(C=C(C1)OC)N(C1=CC=C2N=CC(=NC2=C1)C1=CCNC=C1)CCNC(C)C 4-(7-((3,5-Dimethoxyphenyl)(2-(isopropylamino)ethyl)amino)quinoxalin-2-yl)-1H-pyridine